4-(azidoacetyl)catechol tert-butyl-4-(4-hydroxy-6-oxo-3,4,5,6-tetrahydro-1H-pyrano[4,3-b]thieno[3,2-d]pyridin-8-yl)-3-methyl-1H-pyrazole-1-carboxylate C(C)(C)(C)C1=C(C(=NN1C(=O)O)C)C1=CC=2C3=C(NC(C2S1)=O)C(COC3)O.N(=[N+]=[N-])CC(=O)C=3C=C(C(O)=CC3)O